3,5-Dimethyl-isoxazole-4-carboxylic acid [5-(7-fluoro-1-methyl-2-oxo-1,2,3,4-tetrahydro-quinolin-6-yl)-pyridin-3-ylmethyl]-amide FC1=C(C=C2CCC(N(C2=C1)C)=O)C=1C=C(C=NC1)CNC(=O)C=1C(=NOC1C)C